4-amino-N1,N7-bis(2-(2-(2-azidoethoxy)ethoxy)ethyl)-4-(3-((2-(2-(2-azidoethoxy)ethoxy)ethyl)amino)-3-oxopropyl)heptanediamide NC(CCC(=O)NCCOCCOCCN=[N+]=[N-])(CCC(=O)NCCOCCOCCN=[N+]=[N-])CCC(=O)NCCOCCOCCN=[N+]=[N-]